3-ethylbenzo[d]thiazol-3-ium bromide [Br-].C(C)[N+]1=CSC2=C1C=CC=C2